6-(4-((2-(2,6-dioxopiperidin-3-yl)-7-fluoro-1,3-dioxoisoindolin-5-yl)methyl)piperazine-1-yl)-2-(4-phenoxyphenyl)nicotinamide O=C1NC(CCC1N1C(C2=C(C=C(C=C2C1=O)CN1CCN(CC1)C1=NC(=C(C(=O)N)C=C1)C1=CC=C(C=C1)OC1=CC=CC=C1)F)=O)=O